tert-butyl 7-(aminomethyl)-2,3-dihydro-4H-pyrido[4,3-b][1,4]oxazine-4-carboxylate NCC1=CC=2OCCN(C2C=N1)C(=O)OC(C)(C)C